C1(CC1)NS(=O)(=O)C=1C=C(C=CC1)NC(C1=C(N=C(C=C1)C(C(F)(F)F)(C)O)N1CCC2(CC2)CC1)=O N-(3-(N-cyclopropylsulfamoyl)phenyl)-2-(6-azaspiro[2.5]octan-6-yl)-6-(1,1,1-trifluoro-2-hydroxypropan-2-yl)nicotinamide